N-(4-methoxy-3-(methylcarbamoyl)phenyl)-4-(1H-pyrrolo[2,3-b]pyridin-5-yl)benzo[b]thiophene-2-carboxamide COC1=C(C=C(C=C1)NC(=O)C1=CC2=C(S1)C=CC=C2C=2C=C1C(=NC2)NC=C1)C(NC)=O